FC=1C=C(C=CC1)[C@@H]([C@H]1N([C@@H](CC1)CCC)C(=O)OCC1=CC=CC=C1)O benzyl (2S,5R)-2-((S)-(3-fluorophenyl)(hydroxy)methyl)-5-propylpyrrolidine-1-carboxylate